N-isopropyl-2-(2,2,3-trimethylcyclopent-3-en-1-yl)ethan-1-imine oxide C(C)(C)[N+](=CCC1C(C(=CC1)C)(C)C)[O-]